C(C)O[Si](CCCN1N=NN=C1)(OCC)OCC 1-[3-(triethoxysilyl)propyl]-1H-tetrazole